3-(difluoromethyl)-1-methyl-1H-pyrazol-4-amine FC(C1=NN(C=C1N)C)F